4-[(2-aminophenyl)sulfanyl]-N-[(3S)-piperidin-3-yl]-5-(trifluoromethyl)pyrimidin-2-amine NC1=C(C=CC=C1)SC1=NC(=NC=C1C(F)(F)F)N[C@@H]1CNCCC1